FC(COC1=CC(=C(C=C1F)NS(=O)(=O)C1=CNC(=C1)C1=CC=CC=C1)F)F N-[4-(2,2-difluoroethoxy)-2,5-difluorophenyl]-5-phenyl-1H-pyrrole-3-sulfonamide